BrC1C(OC2=CC(=C(C=C2C1)C1CC1)O[Si](C(C)C)(C(C)C)C(C)C)(C)C 3-bromo-6-cyclopropyl-2,2-dimethyl-7-((triisopropylsilyl)oxy)chroman